C(CCC)OC(=O)Cl chloroformic acid butyl ester